S1C(=NC2=C1C=CC=C2)NC2=C(C1=C(N=N2)N(CCC1)C=1C(=NC=CC1)C(=O)O)C {3-[(1,3-benzothiazol-2-yl)amino]-4-methyl-5H,6H,7H,8H-pyrido[2,3-c]Pyridazin-8-yl}pyridine-2-carboxylic acid